CCCCCCCC/C=C/C=C/C=C tetradecatriene